8-Fluoro-7-nitro-4H-chromen-4-one FC=1C(=CC=C2C(C=COC12)=O)[N+](=O)[O-]